tert-Butyl (2,7-dichloro-5-(difluoromethyl)-5H-pyrrolo[3,2-d]pyrimidin-4-yl)(furan-2-ylmethyl)carbamate ClC=1N=C(C2=C(N1)C(=CN2C(F)F)Cl)N(C(OC(C)(C)C)=O)CC=2OC=CC2